BrC1=CC=C2CN(C(C2=C1)=O)[C@@H](C(=O)[O-])C1=NC=CC=C1OC.[Na+] |r| sodium (2RS)-2-(6-bromo-1-oxo-isoindolin-2-yl)-2-(3-methoxy-2-pyridyl)acetate